C(CCCCCCCCCC\C=C/C)=O (Z)-12-tetradecenal